C(C)S(=O)(=O)C=1C=C(C=NC1C=1N=C2N(N=CC(=C2)C(F)(F)F)C1)C(C#N)(C)C 2-[5-ethylsulfonyl-6-[7-(trifluoromethyl)imidazo[1,2-b]pyridazin-2-yl]-3-pyridyl]-2-methyl-propanenitrile